1,2-Bis-(diisopropyl-phosphino)-ethan C(C)(C)P(CCP(C(C)C)C(C)C)C(C)C